(+/-)-N-(4-(4-(2-amino-6-methylpyrimidin-4-yl)-1,4-oxazepan-3-yl)-3-chlorobenzyl)-N-methylacetamide NC1=NC(=CC(=N1)N1[C@@H](COCCC1)C1=C(C=C(CN(C(C)=O)C)C=C1)Cl)C |r|